C[Si](C#CCOC1=C(SC=C1)C=O)(C)C 3-((3-(trimethylsilyl)prop-2-yn-1-yl)oxy)thiophene-2-carbaldehyde